O=C1CC2(C1)CN(C2)C2=CC=CC(=N2)CN2N=NC=C2 1-((6-(2-Oxo-6-azaspiro[3.3]heptan-6-yl)pyridin-2-yl)methyl)-1H-1,2,3-triazole